dysprosium-indium oxide [O-2].[In+3].[Dy+3].[O-2].[O-2]